C1(CC1)S(=O)(=O)NC=1SC=CN1 (cyclopropanesulfonamido)thiazol